C(#N)C1=CC(=C(OC2=C(C(=C(C=N2)C2=NC=C(C=C2)C)C)C(=O)NC2=CC(=CC=C2)[S@@](=O)NC)C=C1)OC (R)-6'-(4-cyano-2-methoxyphenoxy)-4',5-dimethyl-N-(3-(S-methylamino-sulfinyl)phenyl)-[2,3'-bipyridine]-5'-carboxamide